N-(5-((6-((R)-3-(3-fluorophenyl)isoxazolidine-2-yl)pyrimidine-4-yl)amino)-4-methoxy-2-(4-(4-(oxetane-3-yl)piperazine-1-yl)piperidine-1-yl)phenyl)acrylamide FC=1C=C(C=CC1)[C@@H]1N(OCC1)C1=CC(=NC=N1)NC=1C(=CC(=C(C1)NC(C=C)=O)N1CCC(CC1)N1CCN(CC1)C1COC1)OC